C(CCC)NC=1C=C(C=2N(C1)N=CC2C#N)O 6-(butylamino)-4-hydroxypyrazolo[1,5-a]pyridine-3-carbonitrile